COC(=O)C1CCN(CC1)C1CCC2=CC(=CC=C12)N1CC(C1)C1=C(C=CC=C1)F.C1=C(C=CC2=CC=CC=C12)\C=N\NC(C(=O)NCC=1C=NC=CC1)=O (E)-2-(2-(naphthalen-2-ylmethylene)hydrazino)-2-oxo-N-(pyridin-3-ylmethyl)acetamide methyl-1-(5-(3-(2-fluorophenyl)azetidin-1-yl)-2,3-dihydro-1H-inden-1-yl)piperidine-4-carboxylate